2-hydroxy-benzyl-1,3-propanediol OC1=C(CC(CCO)O)C=CC=C1